1-methyl-N-(quinolin-8-yl)piperidine-4-sulfonamide CN1CCC(CC1)S(=O)(=O)NC=1C=CC=C2C=CC=NC12